4-cyano-N-ethyl-N-(3-hydroxy-2,3-dihydro-1H-inden-5-yl)benzenesulfonamide C(#N)C1=CC=C(C=C1)S(=O)(=O)N(C=1C=C2C(CCC2=CC1)O)CC